C(C)(C)(C)OC(=O)N1CC2N(C2C1)C=1C2=CN(N=C2C(=CC1)C(NC=1C=C(C=2N(C1)C=C(N2)C)F)=O)C tert-butyl-6-[7-({8-fluoro-2-methylimidazo[1,2-a]pyridin-6-yl}carbamoyl)-2-methylindazol-4-yl]-3,6-diazabicyclo[3.1.0]hexane-3-carboxylate